ClC1=NC=C(C=C1)CN1CC[N+]2=C1C(=CC=C2)C(F)(F)F 1-((2-chloropyridin-5-yl)methyl)-8-trifluoromethyl-2,3-dihydro-1H-imidazo[1,2-a]pyridin-4-ium